C(C1=CC=CC=C1)OC(=O)N1[C@@H](C[C@H](CC1)OCCOC)C1=CC=C(C=C1)C(=O)OCCOC (2S,4S)-4-(2-methoxyethoxy)-2-(4-((2-methoxyethoxy)carbonyl)phenyl)piperidine-1-carboxylic acid Benzyl ester